2,5-dimethoxy-3-methylbenzaldehyde COC1=C(C=O)C=C(C=C1C)OC